4-chloro-7-[(3aR,4R,6R,6aR)-2,2-dimethyl-6-[(1R)-6-chloro-5-fluoro-isochroman-1-yl]-3a,4,6,6a-tetrahydrofuro[3,4-d][1,3]dioxol-4-yl]pyrrolo[2,3-d]pyrimidine ClC=1C2=C(N=CN1)N(C=C2)[C@@H]2O[C@@H]([C@H]1OC(O[C@H]12)(C)C)[C@@H]1OCCC2=C(C(=CC=C12)Cl)F